OC=1C=C(C(=O)[O-])C=CC1 3-hydroxy-benzoate